4-[2-(Boc-amino)ethyl]aniline tert-butyl-4-[2-[2-(2,6-dioxo-3-piperidinyl)-1,3-dioxo-isoindol-4-yl]ethynyl]piperidine-1-carboxylate C(C)(C)(C)OC(=O)N1CCC(CC1)C#CC1=C2C(N(C(C2=CC=C1)=O)C1C(NC(CC1)=O)=O)=O.C(=O)(OC(C)(C)C)NCCC1=CC=C(N)C=C1